BrC1=C2C=CC=NC2=C(C(=C1)Cl)N 5-Bromo-7-chloro-8-aminoquinoline